N-(1-(pyridin-4-yl)-1H-pyrazol-4-yl)propenamide N1=CC=C(C=C1)N1N=CC(=C1)NC(C=C)=O